(hydroxymethyl)but-2-en OCCC=CC